SC(C(=O)O)S.SC(C(=O)O)S.SC(C(=O)O)S.C(O)C(CC)(CO)CO Trimethylolpropane tris(2-mercaptothioglycolate)